FC(C(=O)O)(F)F.CO[C@@H](C)C=1C=2N(N=CC1C(=O)O)C=C(N2)C (S)-8-(1-methoxyethyl)-2-methylimidazo[1,2-b]pyridazine-7-carboxylic acid trifluoroacetate salt